1-(propylsulfinyl)propane C(CC)S(=O)CCC